C(OC=1C(C(=O)O)=CC=CC1)OC=1C(C(=O)O)=CC=CC1 methylenebis(salicylic acid)